2-(6-chloro-3-ethylthio-quinolin-2-yl)-6-trifluoromethyl-1H-pyrrolo[3,2-b]pyridine ClC=1C=C2C=C(C(=NC2=CC1)C1=CC2=NC=C(C=C2N1)C(F)(F)F)SCC